BrC=1C=C(N)C=CC1Cl 3-bromo-4-chloro-aniline